6-methyl-2-(methylthio)-7-(naphthalen-1-yl)-6,7-dihydro-5H-pyrano[2,3-d]pyrimidin-4-yl trifluoromethanesulfonate FC(S(=O)(=O)OC=1C2=C(N=C(N1)SC)OC(C(C2)C)C2=CC=CC1=CC=CC=C21)(F)F